O[C@@H]1CN(C[C@@H]1C)C(=O)OC(C)(C)C |r| tert-butyl (±)-cis-3-hydroxy-4-methyl-pyrrolidine-1-carboxylate